OCCNCCN(CCO)CCO tris(2-hydroxyethyl)ethylenediamine